monocyclooctyl-dimethyl-ammonium phosphate P(=O)([O-])([O-])[O-].C1(CCCCCCC1)[NH+](C)C.C1(CCCCCCC1)[NH+](C)C.C1(CCCCCCC1)[NH+](C)C